N=1C=CN2C1N=CC(=C2)C2=CNC=1N=C(N=C(C12)OC)NC1CC(C1)(C)NC(CC)=O N-((1s,3s)-3-((5-(imidazo[1,2-a]pyrimidin-6-yl)-4-methoxy-7H-pyrrolo[2,3-d]pyrimidin-2-yl)amino)-1-methylcyclobutyl)propionamide